1,1,1,3,3,3-Hexafluoropropan-2-yl (±)-1-((5-fluoropyridin-3-yl)carbamoyl)-6-azaspiro[2.5]octan-6-carboxylat FC=1C=C(C=NC1)NC(=O)[C@@H]1CC12CCN(CC2)C(=O)OC(C(F)(F)F)C(F)(F)F |r|